Tetraphenyl silicate [Si](OC1=CC=CC=C1)(OC1=CC=CC=C1)(OC1=CC=CC=C1)OC1=CC=CC=C1